1-[2'-(3-chloro-1H-pyrrolo[2,3-b]pyridin-5-yl)-5',6'-dihydrospiro[piperidine-4,4'-pyrrolo[1,2-b]pyrazol]-1-yl]-2-hydroxyethan-1-one ClC1=CNC2=NC=C(C=C21)C=2C=C1N(N2)CCC12CCN(CC2)C(CO)=O